CC1=NC2=C(N1COCC[Si](C)(C)C)C=CC(=C2)C(C)O 1-(2-methyl-1-((2-(trimethylsilyl)ethoxy)methyl)-1H-benzo[d]imidazol-5-yl)ethan-1-ol